OC=1C=C(C=CC1CN1CCOCC1)/C=C/C(=O)C1=CC=C(C=C1)OC (E)-3-[3-Hydroxy-4-(morpholin-4-ylmethyl)phenyl]-1-(4-methoxyphenyl)prop-2-en-1-one